FC(CC(=O)N1C(CCCC1)C=1NC=C(N1)C1=CC=CC=C1)(C)F 3,3-difluoro-1-(2-(4-phenyl-1H-imidazol-2-yl)piperidin-1-yl)butan-1-one